phospho-adenosine 5'-monophosphate P(=O)(O)(O)OC[C@@H]1[C@H]([C@H]([C@@H](O1)N1C=NC=2C(N)=NC=NC12)OP(=O)(O)O)O